benzyl (S)-2-(cyanomethyl)-4-(2-(((S)-1-methylpyrrolidin-2-yl)methoxy)-5,6,7,8-tetrahydropyrido[3,4-d]pyrimidin-4-yl)piperazine-1-carboxylate bistrifluoroacetate salt FC(C(=O)O)(F)F.FC(C(=O)O)(F)F.C(#N)C[C@@H]1N(CCN(C1)C=1C2=C(N=C(N1)OC[C@H]1N(CCC1)C)CNCC2)C(=O)OCC2=CC=CC=C2